CN(C1=NC(=C(C(=N1)OC)C1=CC=2C(=CN=C(C2)NC(=O)[C@H]2[C@H](C2)F)N1C)OC)C (1S,2S)-N-(2-(2-(dimethylamino)-4,6-dimethoxypyrimidin-5-yl)-1-methyl-1H-pyrrolo[2,3-c]pyridin-5-yl)-2-fluorocyclopropane-1-carboxamide